The molecule is a beta-D-glucoside compound having a phosphate group at the 6-position and a 4-hydroxyphenyl substituent at the 1-position. It has a role as an Escherichia coli metabolite. It derives from a hydroquinone O-beta-D-glucopyranoside, a D-glucopyranose 6-phosphate and a D-glucose 6-phosphate. It is a conjugate acid of an arbutin 6-phosphate(2-). C1=CC(=CC=C1O)O[C@H]2[C@@H]([C@H]([C@@H]([C@H](O2)COP(=O)(O)O)O)O)O